Tertiary-butyl-catechol C(C)(C)(C)C1=C(C(O)=CC=C1)O